(R)-N-(2-(4-Cyanothiazolidin-3-yl)-2-oxoethyl)-6-(3-methyl-1H-pyrrol-1-yl)quinoline-4-carboxamide C(#N)[C@H]1N(CSC1)C(CNC(=O)C1=CC=NC2=CC=C(C=C12)N1C=C(C=C1)C)=O